C1(=CC=CC=C1)N1NC(C=C1)=O 1-phenyl-1H-pyrazol-3(2H)-one